F[C@@H]1[C@@H]2C[C@@H]([C@H](C[C@H]1OC1=CN=C(N=N1)C1=C(C=C(C=C1)N1C=NC=C1)O)N2)F 2-(6-(((1S,2R,3R,5S,6S)-2,6-difluoro-8-azabicyclo[3.2.1]octan-3-yl)oxy)-1,2,4-triazin-3-yl)-5-(1H-imidazol-1-yl)phenol